C1(CCCCC1)NC(=O)C=1C(N(C2=NC=CC=C2C1O)CCN1CCOCC1)=O N-cyclohexyl-4-hydroxy-1-(2-morpholinoethyl)-2-oxo-1,2-dihydro-1,8-naphthyridine-3-carboxamide